C[Si](C=1N=NN(C1)CC1=CC=C(C=C1)C1=NOC(=N1)C(F)(F)F)(C)C trimethyl-[1-[[4-[5-(trifluoromethyl)-1,2,4-oxadiazol-3-yl]phenyl]methyl]triazol-4-yl]silane